CC1=C(OC(C(=O)O)(C)C)C(=CC(=C1)C(CC)N1N=CN(C1=O)C1=CC=C(C=C1)OC(F)(F)F)C 2-(2,6-Dimethyl-4-(1-(5-oxo-4-(4-(trifluoromethoxy)phenyl)-4,5-dihydro-1H-1,2,4-triazol-1-yl)prop-yl)phenoxy)-2-methylpropionic acid